tetradecyl 3-((4-((2-(1H-imidazol-1-yl)ethyl)amino)-3-(2-hexyldecanamido)-4-oxobutyl)thio)propanoate N1(C=NC=C1)CCNC(C(CCSCCC(=O)OCCCCCCCCCCCCCC)NC(C(CCCCCCCC)CCCCCC)=O)=O